(2R,4S)-N-((S)-1-(((6-amino-2-methylpyridin-3-yl)methyl)amino)-1-oxopropan-2-yl)-4-(3-chloro-4-methoxybenzyl)pyrrolidine-2-carboxamide di-trifluoroacetate FC(C(=O)O)(F)F.FC(C(=O)O)(F)F.NC1=CC=C(C(=N1)C)CNC([C@H](C)NC(=O)[C@@H]1NC[C@H](C1)CC1=CC(=C(C=C1)OC)Cl)=O